C(C)(C)(C)C1(N(C[C@H](CC1)C)C(=O)O)C1=CC=C(C=C1)Br.C1(CC1)COC=1C=C(C=CC1OC)C(CC1=CC=C(C(=O)NCC(=O)O)C=C1)=O (4-(2-(3-(cyclopropylmethoxy)-4-methoxyphenyl)-2-oxoethyl)benzoyl)glycine tert-butyl-(5S)-2-(4-bromophenyl)-5-methyl-piperidine-1-carboxylate